N-[(3S)-1-{[3-(4-methyl-1H-imidazol-1-yl)-5-(4-phenylpyridine-2-amido)phenyl]methyl}piperidin-3-yl]morpholine-4-carboxamide CC=1N=CN(C1)C=1C=C(C=C(C1)NC(=O)C1=NC=CC(=C1)C1=CC=CC=C1)CN1C[C@H](CCC1)NC(=O)N1CCOCC1